2-(4-(2-((5-cyclopropyl-3-(2,6-dichlorophenyl)isoxazol-4-yl)methyl)-7-azaspiro[3.5]non-7-yl)-2-ethylphenoxy)acetic acid C1(CC1)C1=C(C(=NO1)C1=C(C=CC=C1Cl)Cl)CC1CC2(C1)CCN(CC2)C2=CC(=C(OCC(=O)O)C=C2)CC